The molecule is a kaempferol O-glucuronide that is kaempferol with a beta-D-glucosiduronic acid residue attached at the 5-position. It has a role as a metabolite. It is a kaempferol O-glucuronide and a trihydroxyflavone. C1=CC(=CC=C1C2=C(C(=O)C3=C(O2)C=C(C=C3O[C@H]4[C@@H]([C@H]([C@@H]([C@H](O4)C(=O)O)O)O)O)O)O)O